(1r,3r)-3-(3-aminophenyl)-1-methyl-3-((4-methyl-4H-1,2,4-triazol-3-yl)methyl)cyclobutane-1-carbonitrile NC=1C=C(C=CC1)C1(CC(C1)(C#N)C)CC1=NN=CN1C